N6-benzoyl-5'-O-(4,4'-dimethoxytrityl)-2'-deoxyadenosine COC1=CC=C(C=C1)C(C2=CC=CC=C2)(C3=CC=C(C=C3)OC)OC[C@@H]4[C@H](C[C@@H](O4)N5C=NC6=C(N=CN=C65)NC(=O)C7=CC=CC=C7)O